[Cl-].C(CCC)O[Si](CCC[N+](C)(C)CCCCCCCCCCCCC)(OCCCC)OCCCC 3-(tributoxysilyl)propyl-n-tridecyldimethyl-ammonium chloride